4-(3-(2,4-Dioxotetrahydropyrimidin-1(2H)-yl)-1-methyl-1H-indazol-6-yl)-5,6-dihydropyridine-1(2H)-carboxylic acid tert-butyl ester C(C)(C)(C)OC(=O)N1CC=C(CC1)C1=CC=C2C(=NN(C2=C1)C)N1C(NC(CC1)=O)=O